6-(2-Chloro-pyridin-4-yl)-3-methyl-8-[(piperidin-4-ylmethyl)-amino]-imidazo[1,2-a]pyrazine-2-carboxylic acid amide ClC1=NC=CC(=C1)C=1N=C(C=2N(C1)C(=C(N2)C(=O)N)C)NCC2CCNCC2